C(#N)C=1C=C(CN2C3=C(OCC2=O)C=CC(=C3)C(=O)NO)C=CC1 4-(3-cyanobenzyl)-N-hydroxy-3-oxo-3,4-dihydro-2H-benzo[b][1,4]oxazine-6-carboxamide